OCC(C)C 2-hydroxymethyl-propane